Bis-(Diethylaminohydroxybenzoyl-Benzoyl)Piperazine C(C)N(CC)C1=C(C(=C(C(=O)N2CCN(CC2)C(C2=C(C(=C(C=C2)N(CC)CC)O)C(C2=CC=CC=C2)=O)=O)C=C1)C(C1=CC=CC=C1)=O)O